C(C1=CC=CC=C1)N(C)C1=NC=2N(C(=C1)C=1C=NNC1)N=C(C2C(C)C)C(=O)NC2=CC(=CC=C2)OC (benzyl-(methyl)amino)-3-isopropyl-N-(3-methoxyphenyl)-7-(1H-pyrazol-4-yl)pyrazolo[1,5-a]pyrimidine-2-carboxamide